NC/C(/COC1=CC=C(C=C1)S(=O)(=O)C[C@H](C)N1C(CCCC1)=O)=C\F (S,E)-1-(1-((4-((2-(aminomethyl)-3-fluoroallyl)oxy)phenyl)sulfonyl)propan-2-yl)piperidin-2-one